trimethylolpropane dioleate CCCCCCCC/C=C\CCCCCCCC(=O)OCC(COC(=O)CCCCCCC/C=C\CCCCCCCC)(CO)CC